para-anisyl acetate C(C)(=O)OCC1=CC=C(C=C1)OC